4-benzyl-5-methyl-1,4-oxazepan-3-one C(C1=CC=CC=C1)N1C(COCCC1C)=O